C12CNCC(CC1)N2C=2C=C1CN(C(C1=CC2)=O)C2CNCCC2 3-(5-(3,8-diazabicyclo[3.2.1]octane-8-yl)-1-oxoisoindolin-2-yl)piperidine